7-(methylamino)-4-(trifluoromethyl)-2,5,6,7-tetrahydro-3H-cyclopenta[c]pyridazin-3-one CNC1CCC=2C1=NNC(C2C(F)(F)F)=O